5-((4-bromophenyl)sulfonyl)-2-butyl-1-(2,6-dimethoxyphenyl)-6-hydroxypyrimidin-4(1H)-one BrC1=CC=C(C=C1)S(=O)(=O)C=1C(N=C(N(C1O)C1=C(C=CC=C1OC)OC)CCCC)=O